N-(4-hydroxy-3-(methylsulfonyl)phenyl)-4-((4-(trifluoromethyl)benzyl)oxy)benzamide OC1=C(C=C(C=C1)NC(C1=CC=C(C=C1)OCC1=CC=C(C=C1)C(F)(F)F)=O)S(=O)(=O)C